methylsulfonyl-[3-[(1R)-3-(azetidin-1-yl)-1-[[(6S)-6-tert-butyl-5,6,7,8-tetrahydrothieno[2,3-b]quinoline-2-carbonyl]amino]propyl]phenyl]azanide CS(=O)(=O)[N-]C1=CC(=CC=C1)[C@@H](CCN1CCC1)NC(=O)C1=CC=2C(=NC=3CC[C@@H](CC3C2)C(C)(C)C)S1